pyrido[3,4-d]Pyridazine-1,7(2H,6H)-dione C1(C=2C(C=NN1)=CNC(C2)=O)=O